OC1(CC(=NO1)C1=CC=C(C=C1)C=1C=NN(C1)CC(=O)OCC)C(F)(F)F ethyl 2-[4-[4-[5-hydroxy-5-(trifluoromethyl)-4H-1,2-oxazol-3-yl]phenyl]pyrazol-1-yl]acetate